C(CCCCCCC\C=C\C\C=C\C)=O (E,E)-9,12-tetradecadienal